C(C)(C)(C)OC(=O)N1CCOC[C@H]1C(=O)NNC(=O)[C@@]12CN(C[C@]2(C1)C(F)(F)F)C1=C2C=CC=NC2=C(C=C1)C#N tert-butyl-(S)-5-(2-((1S,5R)-3-(8-cyanoquinolin-5-yl)-5-(trifluoromethyl)-3-azabicyclo[3.1.0]hexane-1-carbonyl)hydrazine-1-carbonyl)morpholine-4-carboxylate